tantalum-gallium oxide [O-2].[Ga+3].[Ta+5].[O-2].[O-2].[O-2]